BrC=1C=C(C(=NC1)N1CCC(CC1)C)N 5-Bromo-2-(4-methylpiperidin-1-yl)pyridin-3-amine